methyl 4-(4-(3-bromo-2-methylphenoxy)phenyl)butanoate BrC=1C(=C(OC2=CC=C(C=C2)CCCC(=O)OC)C=CC1)C